2,6-Bis(3,4-dimethoxybenzylidene)cyclohexan-1-one COC=1C=C(C=C2C(C(CCC2)=CC2=CC(=C(C=C2)OC)OC)=O)C=CC1OC